butyl 2-(4-amino-6-bromo-8-fluoro-9H-pyrimido[4,5-b]indol-9-yl)acetate NC1=NC=NC=2N(C3=C(C=C(C=C3C21)Br)F)CC(=O)OCCCC